N-(4-Methyl-2-oxazol-2-yl-phenyl)-3-trifluoromethyl-benzenesulfonamide CC1=CC(=C(C=C1)NS(=O)(=O)C1=CC(=CC=C1)C(F)(F)F)C=1OC=CN1